2-chloro-4-(2-(trifluoromethyl)phenyl)pyridine ClC1=NC=CC(=C1)C1=C(C=CC=C1)C(F)(F)F